FC(CNCCOCCNC(C1=C(C=C(C=C1)NC=1C=2N(C=CN1)C(=CN2)C2=CC=C(C=C2)OC)C)=O)F N-(2-(2-((2,2-difluoroethyl)amino)ethoxy)ethyl)-4-((3-(4-methoxy-phenyl)imidazo[1,2-a]pyrazin-8-yl)amino)-2-methylbenzamide